C(CC)(=O)OC[C@H](N)C(=O)O O-propionyl-L-serine